C[C@@H]([C@@H]([C@H]1[C@H]([C@H](C[C@](O1)(C(=O)[O-])OP(=O)([O-])OC[C@@H]2[C@H]([C@H]([C@@H](O2)N3C=CC(=NC3=O)N)O)O)O)NC(=O)C)NC(=O)C)O The molecule is a doubly-charged nucleotide-sugar oxoanion arising from deprotonation of the carboxylic acid and phosphate functions of CMP-pseudaminic acid. It derives from a pseudaminate. It is a conjugate base of a CMP-pseudaminic acid.